(R)-piperidin-3-carboxylic acid ethyl ester C(C)OC(=O)[C@H]1CNCCC1